3-(3-bromophenyl)-2-[1-tert-butoxycarbonylpyrrolidin-3-yl]-2-methyl-propanoic acid BrC=1C=C(C=CC1)CC(C(=O)O)(C)C1CN(CC1)C(=O)OC(C)(C)C